5-(propan-2-yl)-2,6-naphthyridin-3-amine CC(C)C1=C2C=C(N=CC2=CC=N1)N